4-(2-azaspiro[3.3]heptan-6-yloxy)-2,7-dimethyl-isoindolin-1-one C1NCC12CC(C2)OC2=C1CN(C(C1=C(C=C2)C)=O)C